1,1'-Bis[(4-methoxyphenyl)methyl]-3,3'-spirobi[indoline]-2,2'-dione COC1=CC=C(C=C1)CN1C(C2(C3=CC=CC=C13)C(N(C1=CC=CC=C12)CC1=CC=C(C=C1)OC)=O)=O